CON(C([C@@H]([C@H](CC)OC)C)=O)C (2R,3S)-N,3-dimethoxy-N,2-dimethylpentanamide